7-fluoro-5-methyl-1-(tetrahydro-2H-pyran-2-yl)-4-(4,4,5,5-tetramethyl-1,3,2-dioxaborolan-2-yl)-1H-indazole FC=1C=C(C(=C2C=NN(C12)C1OCCCC1)B1OC(C(O1)(C)C)(C)C)C